THIENO[3,2-H]QUINAZOLIN-4-AMINE N1=CN=C(C2=CC=C3C(=C12)SC=C3)N